C(C)(C)(C)C1=CC=C(C=C1)C1(C=C2C(C=3N=C4C(=NC3C3=C2C=C(C=C3)N(C3=CC=C(C=C3)C(C)(C)C)C3=CC=C(C=C3)C(C)(C)C)C=NC=C4)=CC1)NC1=CC=C(C=C1)C(C)(C)C 3,N3,N6,N6-tetrakis(4-(tert-butyl)phenyl)dibenzo[f,h]pyrido[3,4-b]quinoxaline-3,6-diamine